5-[5-[2-[(4-iodo-2,5-dimethyl-pyrazol-3-yl)methoxy]ethoxy]-1-methyl-pyrazol-4-yl]-1-tetrahydropyran-2-yl-3-[(E)-2-(4,4,5,5-tetramethyl-1,3,2-dioxaborolan-2-yl)vinyl]indazole IC1=C(N(N=C1C)C)COCCOC1=C(C=NN1C)C=1C=C2C(=NN(C2=CC1)C1OCCCC1)\C=C\B1OC(C(O1)(C)C)(C)C